(S)-3-(3-((R)-2-((S)-N,4-dimethyl-2-(methylamino)pentanamido)-3-phenylpropionamido)-3-phenylpropoxy)-6-fluoroquinoline-4-carboxamide CN(C([C@H](CC(C)C)NC)=O)[C@@H](C(=O)N[C@@H](CCOC=1C=NC2=CC=C(C=C2C1C(=O)N)F)C1=CC=CC=C1)CC1=CC=CC=C1